C(C(C)(C)C)(=O)OC=1C=CC2=C(OCCC(=C2C2=CC=C(C=C2)O[C@@H]2CN(CC2)CCCF)Br)C1 (S)-4-bromo-5-(4-((1-(3-fluoropropyl) pyrrolidin-3-yl) oxy) phenyl)-2,3-dihydrobenzo[b]oxepin-8-yl pivalate